5-hydroxy-6-((3-isopropyl-4-(4-((4-(3-methoxyazetidine-1-carbonyl)phenyl)ethynyl)phenyl)-2-oxoimidazolidin-1-yl)methyl)pyrimidin-4(3H)-one OC=1C(NC=NC1CN1C(N(C(C1)C1=CC=C(C=C1)C#CC1=CC=C(C=C1)C(=O)N1CC(C1)OC)C(C)C)=O)=O